3-((2-methoxyethyl)amino)-4-((4-(5-(trifluoromethyl)-1,2,4-oxadiazol-3-yl)benzyl)amino)cyclobut-3-ene-1,2-dione COCCNC=1C(C(C1NCC1=CC=C(C=C1)C1=NOC(=N1)C(F)(F)F)=O)=O